BrCCCC=1C=CC(=C(C(=O)[O-])C1)I 5-(bromopropyl)-2-iodobenzoate